2-(2-aminoethyl)-benzoic acid methyl ester COC(C1=C(C=CC=C1)CCN)=O